6-methyl-[1,2,4]triazolo[1,5-a]pyridin CC=1C=CC=2N(C1)N=CN2